6-amino-9-[(3S,4R)-3-fluoro-[1,4'-bipiperidin]-4-yl]-7-(4-phenoxyphenyl)purin-8-one NC1=C2N(C(N(C2=NC=N1)[C@H]1[C@H](CN(CC1)C1CCNCC1)F)=O)C1=CC=C(C=C1)OC1=CC=CC=C1